ClC1=CC(=C(C=C1)C1=NC(=CC=2N=CN(C(C21)=O)C)N2C[C@@H](OCC2)C=2C=NN(C2)C)F 5-(4-chloro-2-fluorophenyl)-3-methyl-7-((2S)-2-(1-methyl-1H-pyrazol-4-yl)-4-morpholinyl)pyrido[4,3-d]pyrimidin-4(3H)-one